N-[6-(2-chloro-5-fluorophenyl)-8-oxo-1,6,7,8-tetrahydropyrrolo[4,3-g]indazol-5-yl]-3-fluoro-5-(trifluoromethyl)benzamide ClC1=C(C=C(C=C1)F)C1NC(C=2C1=C(C=C1C=NNC21)NC(C2=CC(=CC(=C2)C(F)(F)F)F)=O)=O